4-[8-(3,8-diazabicyclo[3.2.1]octan-3-yl)-4-fluoro-5,6-dimethyl-2,7-naphthyridin-3-yl]-3-fluoro-naphthalen-2-amine C12CN(CC(CC1)N2)C=2N=C(C(=C1C(=C(N=CC21)C2=C(C(=CC1=CC=CC=C21)N)F)F)C)C